7-hydroxy-8-nitro-2-phenyl-4H-chromen-4-one OC1=CC=C2C(C=C(OC2=C1[N+](=O)[O-])C1=CC=CC=C1)=O